N-(3-amino-2,2-dimethylpropyl)-1-(3,4-dimethyl-2-(p-tolyl)-2H-pyrazolo[3,4-d]pyridazin-7-yl)piperidine-4-carboxamide NCC(CNC(=O)C1CCN(CC1)C1=NN=C(C=2C1=NN(C2C)C2=CC=C(C=C2)C)C)(C)C